C(C)(C)(C)OC([C@H](CCCCNC(=O)NC1=CC(=CC=C1)C#C)NC(=O)N[C@@H](CCC(=O)OC(C)(C)C)C(=O)OC(C)(C)C)=O Di-tert-butyl (((S)-1-(tert-butoxy)-6-(3-(3-ethynylphenyl) ureido)-1-oxohexan-2-yl) carbamoyl)-L-glutamate